C=1(C(=CC=CC1)S(=O)(=O)[O-])C(C)C.[Na+] Natrium cumensulfonat